3-bromo-7-methoxy-imidazo[1,2-a]pyridine-8-carbonitrile BrC1=CN=C2N1C=CC(=C2C#N)OC